[K+].P(=O)(OCCCCCCCC)([O-])[O-].[K+] Octyl Phosphate Potassium